COC(C1CCN(CC1)C=1C=C(C=CC1)C1C(NC(CC1)=O)=O)OC 3-[3-[4-(dimethoxymethyl)-1-piperidinyl]phenyl]piperidine-2,6-dione